N-cyclopropyl-4-[7-[2-(3,3-difluorocyclobutyl)ethoxy]imidazo[1,2-a]pyridin-3-yl]-2-(difluoromethoxy)-6-methoxy-benzamide C1(CC1)NC(C1=C(C=C(C=C1OC)C1=CN=C2N1C=CC(=C2)OCCC2CC(C2)(F)F)OC(F)F)=O